ClC=1C=NC=C(C1[C@@H](C)OC=1C=C2C(=NNC2=CC1)C=1C=C(NCC2=NC=CC=C2)C=C(C1)OC)Cl 3-[5-[(1R)-1-(3,5-dichloro-4-pyridyl)ethoxy]-1H-indazol-3-yl]-5-methoxy-N-(2-pyridylmethyl)aniline